(R)-1-(3-(trifluoromethyl)phenyl)ethylamine hydrochloride Cl.FC(C=1C=C(C=CC1)[C@@H](C)N)(F)F